((3s,4r)-3-fluoropiperidin-4-yl)methanol F[C@@H]1CNCC[C@@H]1CO